C(C#C)OCCOCCOCCOC1=CC=C(/C=C/C2=CC=C(N)C=C2)C=C1 (E)-4-(4-(2-(2-(2-(prop-2-yn-1-yloxy)ethoxy)ethoxy)ethoxy)styryl)aniline